2-(3,3-dimethyl-1,3-dihydroisobenzofuran-4-yl)-2-(3-(5-(5,6,7,8-tetrahydro-1,8-naphthyridin-2-yl)pentyloxy)azetidin-1-yl)acetic acid CC1(OCC2=CC=CC(=C12)C(C(=O)O)N1CC(C1)OCCCCCC1=NC=2NCCCC2C=C1)C